pyrazine-3-carboxylic acid ethyl ester C(C)OC(=O)C=1C=NC=CN1